C(C=C)(=O)N1CC2(C1)CN(CC2)C2=NC=1[C@H]3C([C@@H](CC1C(=C2C#N)C2=C1C=NNC1=CC=C2C)C3)(C)C (6R,8R)-2-(2-acryloyl-2,6-diazaspiro[3.4]octan-6-yl)-7,7-dimethyl-4-(5-methyl-1H-indazol-4-yl)-5,6,7,8-tetrahydro-6,8-methanoquinoline-3-carbonitrile